(±)-1-cyclopropyl-2-[5-{[6-(3,5-dimethyl-1H-pyrazol-1-yl)pyrimidin-4-yl]amino}-3-(4-fluorophenyl)-4-methyl-1H-pyrazol-1-yl]ethanol C1(CC1)[C@H](CN1N=C(C(=C1NC1=NC=NC(=C1)N1N=C(C=C1C)C)C)C1=CC=C(C=C1)F)O |r|